methyl 4-(4-bromothiophen-2-yl)-3-chlorobenzoate BrC=1C=C(SC1)C1=C(C=C(C(=O)OC)C=C1)Cl